O(S(=O)(=O)C(F)(F)F)OC(C(C)(C)C)=O.[NH4+] ammonium 2,2-dimethylpropionoxy triflate